C1(CC1)C=1C=CC=2N(C1)C=C(N2)CN2N=NC(=C2)C(=O)NCC2=C(C(=CC=C2N2N=C(C=C2)C(F)(F)F)OC)F 1-((6-cyclopropylimidazo[1,2-a]pyridin-2-yl)methyl)-N-(2-fluoro-3-methoxy-6-(3-(trifluoromethyl)-1H-pyrazol-1-yl)benzyl)-1H-1,2,3-triazole-4-carboxamide